C(C)(C)(C)OC(=O)N1CC2=C(C=CC=C2CC1)NC1CN(C1)C(C)=O.C(C)=O ethan-1-one t-Butyl-8-((1-acetylazetidin-3-yl)amino)-3,4-dihydroisoquinoline-2(1H)-carboxylate